(S)-3-amino-5-methyl-7-(morpholine-4-carbonyl)-2,3-dihydrobenzo[b][1,4]oxazepin-4(5H)-one hydrochloride Cl.N[C@@H]1C(N(C2=C(OC1)C=CC(=C2)C(=O)N2CCOCC2)C)=O